(R)-8-(6-((4-amino-5-ethoxypentyl)oxy)-2,3-dichlorobenzyl)pyrazolo[1,5-a][1,3,5]triazin-4-amine N[C@H](CCCOC1=CC=C(C(=C1CC=1C=NN2C1N=CN=C2N)Cl)Cl)COCC